((6-(3-iodophenoxy)pyridin-3-yl)methyl)carbamic acid tert-butyl ester C(C)(C)(C)OC(NCC=1C=NC(=CC1)OC1=CC(=CC=C1)I)=O